C(C)OC(CSC(CC(=O)OCC)(C)C)=O ethyl 3-((2-ethoxy-2-oxoethyl) mercapto)-3-methylbutanoate